ClC1=C(COC2=CC3=C(C(/C(/O3)=C/C3=CN(C4=CC=CC=C34)C)=O)C=C2)C(=CC=C1)F (2Z)-6-[(2-chloro-6-fluorobenzyl)oxy]-2-[(1-methyl-1H-indol-3-yl)methylene]-1-benzofuran-3(2H)-one